C(C=C)N1N(C2=NC(=NC=C2C1=O)NC=1C=NC=C(C1)F)C1=NC(=CC=C1)OC1CCNCC1 2-allyl-6-(5-fluoro-3-pyridylamino)-1-[6-(4-piperidyloxy)-2-pyridyl]-1,2-dihydro-3H-1,2,5,7-tetraazainden-3-one